2-(naphthalen-2-yl)-4-phenyl-6-(2-(2'-(pyridin-3-yl)spiro[cyclohexane-1,9'-fluoren]-6'-yl)phenyl)-1,3,5-triazine C1=C(C=CC2=CC=CC=C12)C1=NC(=NC(=N1)C1=CC=CC=C1)C1=C(C=CC=C1)C=1C=C2C=3C=CC(=CC3C3(C2=CC1)CCCCC3)C=3C=NC=CC3